1-({(5r,7s)-7-methyl-2-oxo-3-[(1-phenyl-1H-1,2,3-triazol-4-yl)methyl]-1-oxa-3-azaspiro[4.5]decan-7-yl}methyl)-1H-benzimidazole-6-carbonitrile C[C@]1(C[C@@]2(CN(C(O2)=O)CC=2N=NN(C2)C2=CC=CC=C2)CCC1)CN1C=NC2=C1C=C(C=C2)C#N